tert-butyl N-[(4-ethynyl-2-fluoro-phenyl) methyl]carbamate C(#C)C1=CC(=C(C=C1)CNC(OC(C)(C)C)=O)F